NCCC1=C2C(N(C(C2=CC=C1)=O)N1C(NC(CC1)=O)=O)=O 4-(2-aminoethyl)-2-(2,4-dioxotetrahydropyrimidin-1(2H)-yl)isoindoline-1,3-dione